C(=O)OC1=C(C(=O)OCC)C=C(C=C1)C ethyl 2-(formyloxy)-5-methylbenzoate